FC1(OC(=C(O1)F)F)F perfluoro(1,3-dioxol)